(2R,5S,12R)-12-cyclohexyl-2-[2-(3,4-dimethoxyphenyl)ethyl]-3,21-dioxa-10,13,18-triazatricyclo[20.3.1.05,10]hexacosa-1(26),22,24-triene-4,11,14,19-tetrone C1(CCCCC1)[C@@H]1C(N2CCCC[C@H]2C(O[C@@H](C=2C=CC=C(OCC(NCCCC(N1)=O)=O)C2)CCC2=CC(=C(C=C2)OC)OC)=O)=O